C1(CC1)COC=1C=C2C(OC(C2=CC1)=O)O 5-(cyclopropylmethoxy)-3-hydroxyisobenzofuran-1(3H)-one